[O-]CCCC.[Hf+4].[O-]CCCC.[O-]CCCC.[O-]CCCC hafnium n-butoxide